Aluminum sulfate ammonium salt [NH4+].S(=O)(=O)([O-])[O-].[Al+3].S(=O)(=O)([O-])[O-]